CC=1C(=NC=CC1)C=1OC(=NN1)N1[C@@H](C2=C(CC1)NC=N2)C2=NN1C(C=CC=C1C(F)(F)F)=C2 (S)-2-(3-methylpyridin-2-yl)-5-(4-(7-(trifluoromethyl)pyrazolo[1,5-a]pyridin-2-yl)-1,4,6,7-tetrahydro-5H-imidazo[4,5-c]pyridin-5-yl)-1,3,4-oxadiazole